FC(CN1N=C(C2=C1N=C(N(C2=O)C)N2CCC1(CC(N(C1)C1=CC(=NC=C1)C(F)(F)F)=O)CC2)C)F 8-(1-(2,2-difluoroethyl)-3,5-dimethyl-4-oxo-4,5-dihydro-1H-pyrazolo[3,4-d]pyrimidin-6-yl)-2-(2-(trifluoromethyl)pyridin-4-yl)-2,8-diazaspiro[4.5]decan-3-one